C(C)(C)(C)OC(=O)N1CC(CCC1)C1=CC2=C(N=CN=C2N[C@H](C)C2=C(C(=CC=C2)C(F)F)F)N(C1=O)C 3-(4-(((R)-1-(3-(difluoromethyl)-2-fluorophenyl)ethyl)amino)-8-methyl-7-oxo-7,8-dihydropyrido[2,3-d]pyrimidin-6-yl)piperidine-1-carboxylic acid tert-butyl ester